1-(2,4-dihydroxy-6-{[(2s,3r,4s,5s,6r)-3,4,5-trihydroxy-6-(hydroxymethyl)oxan-2-yl]oxy}phenyl)-3-(4-hydroxyphenyl)propan-1-one OC1=C(C(=CC(=C1)O)O[C@@H]1O[C@@H]([C@H]([C@@H]([C@H]1O)O)O)CO)C(CCC1=CC=C(C=C1)O)=O